C[C@H]1[C@H]2[C@H](C[C@H]3[C@@H]4CC=C5CCCC[C@]5(C)[C@H]4CC[C@]23C)O[C@]12CC[C@@H](C)CO2 (25R)-spirostan-5-ene